5,12-Bis(1,1'-biphenyl-4-yl)-6,11-diphenyltetracene C1(=CC=C(C=C1)C1=C2C=CC=CC2=C(C2=C(C3=CC=CC=C3C(=C12)C1=CC=CC=C1)C1=CC=CC=C1)C1=CC=C(C=C1)C1=CC=CC=C1)C1=CC=CC=C1